2-allyl-2H-tetrazol C(C=C)N1N=CN=N1